di-tert-butyl-chlorophosphine C(C)(C)(C)P(Cl)C(C)(C)C